2-(3-(difluoromethyl)-1-methyl-1H-pyrazol-4-yl)-N-(4-(trifluoromethyl)phenyl)thiazole-4-carboxamide FC(C1=NN(C=C1C=1SC=C(N1)C(=O)NC1=CC=C(C=C1)C(F)(F)F)C)F